BrC1CNC2=C(CC1)C=CC=C2 3-bromo-1,3,4,5-tetrahydro-2H-1-benzazepine